Cl.FC=1C=C(C#N)C=C(C1)N1CCNCC1 3-fluoro-5-(piperazin-1-yl)benzonitrile hydrochloride